C1(=CC=C(C=C1)C1=C2C=CC=CC2=C(C2=CC=CC=C12)C1=CC=C(C=C1)N1C(=NC2=C1C=CC=C2)CC)C2=CC=CC=C2 1-[4-(10-[1,1'-biphenyl]-4-yl-9-anthracenyl)phenyl]-2-ethyl-1H-benzimidazole